BrC=1C=C(C=O)C=CC1OCC1=CC=C(C=C1)Cl 3-bromo-4-((4-chlorobenzyl)oxy)benzaldehyde